COC=1C=C(C(=O)NC)C=CC1NCC#CC=1N=C2N(C=CC=C2N[C@H]2CC(N(CC2)C)=O)C1SC(F)(F)F (R)-3-methoxy-N-methyl-4-((3-(8-((1-methyl-2-oxopiperidin-4-yl)amino)-3-((trifluoromethyl)thio)imidazo[1,2-a]pyridin-2-yl)prop-2-yn-1-yl)amino)benzamide